Cl[Ru-4](=CC1=C(C=CC=C1)OC(C)C)(=C1N(CCN1C1=C(C=C(C=C1C)C)C)C1=C(C=C(C=C1C)C)C)Cl dichloro[1,3-bis(2,4,6-trimethylphenyl)-2-imidazolidinylidene](2-isopropoxyphenylmethylene)ruthenium(II)